3-(4-((2-cyclopropylethyl)((1r,4r)-4-((3,3-difluoropropyl)amino)cyclohexyl)amino)-1-oxoisoindolin-2-yl)piperidine-2,6-dione C1(CC1)CCN(C1=C2CN(C(C2=CC=C1)=O)C1C(NC(CC1)=O)=O)C1CCC(CC1)NCCC(F)F